3-amino-3-({1-methoxy-3-[(4-methylcyclohexyl)oxy]-1,3-dioxopropan-2-yl}carbamoyl)propionic acid NC(CC(=O)O)C(NC(C(=O)OC)C(=O)OC1CCC(CC1)C)=O